CC(C)(COP(=O)(O)OP(=O)(O)OC[C@@H]1[C@H]([C@H]([C@@H](O1)N2C=NC3=C(N=CN=C32)N)O)OP(=O)(O)O)[C@H](C(=O)NCCC(=O)NCCSC(=O)CC(=O)C/C=C/CC=O)O The molecule is an acyl-CoA that results from the formal condensation of the thiol group of coenzyme A with the carboxy group of 3,8-dioxooct-5-enoic acid. It is an acyl-CoA and an aldehyde. It is a conjugate acid of a 3,8-dioxooct-5-enoyl-CoA(4-).